CC1=C(C(=O)N)C=CC(=C1)[C@@H](C1=CC=NC=C1)OC1=CC=C2C(CCOC2=C1)=O (S)-2-methyl-4-(((4-oxochroman-7-yl)oxy)(pyridin-4-yl)methyl)benzamide